1-((R)-2-hydroxy-2-((1S,3S,4R,4aS,4bR,6aR,8R,10aS,10bR,12aS)-8-hydroxy-3,4,8,12a-tetramethyloctadecahydrochrysen-1-yl)propyl)-1H-pyrazole-4-carbonitrile O[C@](CN1N=CC(=C1)C#N)(C)[C@H]1C[C@@H]([C@H]([C@H]2[C@@H]3CC[C@@H]4C[C@](CC[C@@H]4[C@H]3CC[C@]12C)(C)O)C)C